1-((3R,4S)-3-fluoro-4-((6-fluoro-5-(1-((R)-2-fluoropropyl)-1H-benzo[d][1,2,3]triazol-6-yl)-4-methoxypyrrolo[2,1-f][1,2,4]triazin-2-yl)amino)piperidin-1-yl)-2-hydroxyethan-1-one F[C@@H]1CN(CC[C@@H]1NC1=NN2C(C(=N1)OC)=C(C(=C2)F)C=2C=CC1=C(N(N=N1)C[C@@H](C)F)C2)C(CO)=O